CC=1C=C(C(=O)OC)C=C(C1)N1N=NN=C1 methyl 3-methyl-5-(1H-tetrazol-1-yl)benzoate